di(ethanolamine) carbonate C(O)(O)=O.C(O)CN.C(O)CN